6,6-dimethyl-4,5,6,7-tetrahydro-1H-indazole tri-hydrochloride Cl.Cl.Cl.CC1(CCC=2C=NNC2C1)C